Cl.N[C@](C(=O)O)(CCCC)C (2S)-2-amino-2-methylhexanoic acid hydrochloride